O(C1=CC=CC=C1)C1=C2C(C(N(C2=CC=C1)C)=O)N=C(C1=CC=CC=C1)C1=CC=CC=C1 4-(phenoxy)-3-((diphenylmethylene)amino)-1-methylindol-2-one